O[C@@H]1CN(C[C@H]1O)C1=C(C=C2C(C(=CN(C2=N1)C1=C(C=C(C=C1F)F)F)C(=O)NC(COC(F)(F)F)C(C)C)=O)F 7-[(3R,4R)-3,4-dihydroxypyrrolidin-1-yl]-6-fluoro-N-[3-methyl-1-(trifluoromethoxy)but-2-yl]-4-oxo-1-(2,4,6-trifluorophenyl)-1,4-dihydro-1,8-naphthyridine-3-carboxamide